o-bromophenylacetic acid BrC1=C(C=CC=C1)CC(=O)O